COC(=O)C=1C=CC=2N(C1)N=C(C2Br)C 3-bromo-2-methylpyrazolo[1,5-a]pyridine-6-carboxylic acid methyl ester